ClC=1C=C(C=CC1)C1C(C1)S(=O)(NC1=NC=NC(=C1)NCC=1N=C2N(C=C(C=C2)C2CC2)C1)=N 2-(3-chlorophenyl)-N-(6-(((6-cyclopropylimidazo[1,2-a]pyridin-2-yl)methyl)amino)pyrimidin-4-yl)cyclopropane-1-sulfonimidamide